2-aminophenanthrene trans-linoleate C(CCCCCCC\C=C\C\C=C/CCCCC)(=O)O.NC1=CC=2C=CC3=CC=CC=C3C2C=C1